1-ethyl-3-methyl-imidazolium bromide [Br-].C(C)N1C=[N+](C=C1)C